Cl.N[C@H]1[C@H](CCC1)O (1s,2r)-2-aminocyclopentan-1-ol hydrochloride